Benzyl ((S)-(4,4-difluorocyclohexyl)(7-fluoro-5-((R)-2-methoxy-1-((S)-2-oxo-4-(trifluoromethyl)imidazolidin-1-yl)ethyl)benzo[d]oxazol-2-yl)methyl)carbamate FC1(CCC(CC1)[C@@H](C=1OC2=C(N1)C=C(C=C2F)[C@H](COC)N2C(N[C@@H](C2)C(F)(F)F)=O)NC(OCC2=CC=CC=C2)=O)F